C1(CC1)N1C(C2=CC=C(C=C2C=C1)C1=CN=C(O1)[C@H](CCCCCC(CC)=O)NC(=O)[C@H]1CC12CCN(CC2)CC)=O (S)-N-((S)-1-(5-(2-cyclopropyl-1-oxo-1,2-dihydroisoquinolin-6-yl)oxazol-2-yl)-7-oxononyl)-6-ethyl-6-azaspiro[2.5]octane-1-carboxamide